FC1=CC=C(C=C1)[C@H](C)NC1=NC(=CC(=N1)C=1C=NC=NC1)NC1=NC=CN=C1 (S)-N2-[1-(4-fluorophenyl)ethyl]-N6-(pyrazin-2-yl)-4,5'-bipyrimidine-2,6-diamine